(3S,4S)-8-(6-((2-amino-3-chloropyridin-4-yl)thio)-5-methyl-1,2,4-triazin-3-yl)-3-methyl-2-oxa-8-azaspiro[4.5]decan-4-amine NC1=NC=CC(=C1Cl)SC1=C(N=C(N=N1)N1CCC2([C@@H]([C@@H](OC2)C)N)CC1)C